Tert-Butyl 2-chloro-6-[3-(norbornan-7-ylmethoxy)pyrazol-1-yl]pyridine-3-carboxylate ClC1=NC(=CC=C1C(=O)OC(C)(C)C)N1N=C(C=C1)OCC1C2CCC1CC2